C=CC1=C(N2[C@@H]([C@@H](C2=O)NC(=O)/C(=N\\O)/C3=CSC(=N3)N)SC1)C(=O)O The molecule is a cephalosporin compound having 7beta-2-(2-amino-thiazol-4-yl)-2-[(Z)-hydroxyimino]-acetylamino- and 3-vinyl side groups. It has a role as an antibacterial drug. It is a cephalosporin and a ketoxime.